C(C)(C)(C)OC(=O)N1[C@@H]2[C@@H](NC[C@H]1CC2)CO[Si](C)(C)C(C)(C)C (1S,2R,5R)-2-(((tert-butyldimethylsilyl)oxy)methyl)-3,8-diazabicyclo[3.2.1]octane-8-carboxylic acid tert-butyl ester